The molecule is a dichlorocatechol that is catechol in which the hydrogens at positions 3 and 4 are replaced by chlorines. It has a role as a bacterial xenobiotic metabolite. C1=CC(=C(C(=C1O)O)Cl)Cl